1-((3s,4r)-3-fluoro-4-((5-(1-(2-fluoroethyl)-1H-benzo[d][1,2,3]triazol-6-yl)-4-methoxypyrrolo[2,1-f][1,2,4]triazin-2-yl)amino)pyrrolidin-1-yl)ethan-1-one F[C@H]1CN(C[C@H]1NC1=NN2C(C(=N1)OC)=C(C=C2)C=2C=CC1=C(N(N=N1)CCF)C2)C(C)=O